CC1=C(C=NN1C1=CC=CC=C1)C(=O)NC1=CC(=CC=C1)NS(=O)(=O)C 5-methyl-N-(3-(methylsulfonamido)phenyl)-1-phenyl-1H-pyrazole-4-carboxamide